C(CCCCCCCCCCCCCCCCCCCCCCC)(=O)N[C@H](CO)[C@H](O)C(CCCCCCCCCCCCCC)O N-(tetracosanoyl)-4R-hydroxysphinganine